C\C(=C/CC1=C(C=C(C(=C1O)S(=O)(=O)N1CCOCC1)CCCCC)O)\CCC=C(C)C (E)-2-(3,7-dimethylocta-2,6-dien-1-yl)-4-(morpholinosulfonyl)-5-pentylbenzene-1,3-diol